N-(4-(1-(3-cyanobenzyl)-1H-imidazol-2-yl)phenyl)quinoline-8-sulfonamide C(#N)C=1C=C(CN2C(=NC=C2)C2=CC=C(C=C2)NS(=O)(=O)C=2C=CC=C3C=CC=NC23)C=CC1